methyl 4-((4-(4-cyano-3-fluorophenyl)piperazin-1-yl)methyl)-2-fluorobenzoate C(#N)C1=C(C=C(C=C1)N1CCN(CC1)CC1=CC(=C(C(=O)OC)C=C1)F)F